hypophosphite monohydrate O.[PH2](=O)O